C(C1=CC=CC=C1)N1C([C@H]([C@H](C1)CF)NC(OC(C)(C)C)=O)=O Cis-tert-Butyl N-[1-benzyl-4-(fluoromethyl)-2-oxopyrrolidin-3-yl]carbamate